C(C)(=O)C1=CC=C(S1)C=1C=C(C=2N=CN=C(C2N1)N[C@@H]1CN(C[C@H](C1)F)C(=O)OC(C)(C)C)C(N)=O tert-butyl (3S,5S)-3-{[6-(5-acetylthiophen-2-yl)-8-carbamoylpyrido[3,2-d]pyrimidin-4-yl]amino}-5-fluoropiperidine-1-carboxylate